4-(5-amino-2-(methylsulfonyl)phenyl)-N-(4-(trifluoromethyl)phenyl)pyrimidin-2-amine NC=1C=CC(=C(C1)C1=NC(=NC=C1)NC1=CC=C(C=C1)C(F)(F)F)S(=O)(=O)C